(R)-methyl 2-hydroxy-3-(triethylsilyl)cyclohex-1-enecarboxylate OC1=C(CCC[C@H]1[Si](CC)(CC)CC)C(=O)OC